C(C1=CC=CC=C1)NS(=O)(=O)NCC1=C(N=NN1C)C1=CC=C(C(=N1)C)O[C@@H]1C[C@H](CCC1)C(=O)O (1S,3S)-3-((6-(5-(((N-benzyl-sulfamoyl)amino)methyl)-1-methyl-1H-1,2,3-triazol-4-yl)-2-methyl-pyridin-3-yl)oxy)cyclohexane-1-carboxylic acid